2-[3'-tert-butyl-2'-hydroxy-5-(2-octyloxycarbonylethyl)phenyl]benzotriazole C(C)(C)(C)C=1C(=C(C=C(C1)CCC(=O)OCCCCCCCC)N1N=C2C(=N1)C=CC=C2)O